2-chlorobenzo[d]Oxazole ClC=1OC2=C(N1)C=CC=C2